CS(=O)(=O)OCCN1N=CC2=CC(=CC=C12)Br 2-(5-bromo-1H-indazol-1-yl)ethyl methanesulfonate